Ethyl 6-(chlorosulfonyl)-3-methylbenzofuran-2-carboxylate ClS(=O)(=O)C1=CC2=C(C(=C(O2)C(=O)OCC)C)C=C1